C(C)(=O)OC[C@H](NC([C@@H](NC(=O)C=1N=C(SC1)N1CCC(CC1)NC(=O)C1CCOCC1)CO[Si](C)(C)C(C)(C)C)=O)C(=O)OC Methyl O-acetyl-N-(O-(tert-butyldimethylsilyl)-N-(2-(4-(tetrahydro-2H-pyran-4-carboxamido)piperidin-1-yl)thiazole-4-carbonyl)-L-seryl)-L-serinate